Cl.O(C1=CC=CC=C1)[C@H]1C[C@H](NC1)C(=O)OCC ethyl (2S,4S)-4-phenoxypyrrolidine-2-carboxylate hydrochloride